BrCCOC1=CC=C(C=C1)C=1C=NN(C1)CCCNC(OC(C)(C)C)=O tert-Butyl (3-(4-(4-(2-bromoethoxy)phenyl)-1H-pyrazol-1-yl)propyl)carbamate